4-((2-fluorophenyl)ethynyl)-N-((1-methylcyclobutyl)methyl)benzamide FC1=C(C=CC=C1)C#CC1=CC=C(C(=O)NCC2(CCC2)C)C=C1